C12(CC(C1)C2)N2C[C@H](NS(C1=C2C=C(C(=C1)O\C=C(\C(=O)O)/F)SC)(=O)=O)C(C)C (R,Z)-3-((5-(bicyclo[1.1.1]pentan-1-yl)-3-isopropyl-7-(methylthio)-1,1-dioxido-2,3,4,5-tetrahydrobenzo[f][1,2,5]thiadiazepin-8-yl)oxy)-2-fluoroacrylic acid